tert-Butyl (3R)-3-hydroxy-pyrrolidine-1-carboxylate O[C@H]1CN(CC1)C(=O)OC(C)(C)C